ClC=1C(=NC(=C(C1C)C(F)F)C)C(=O)O 3-chloro-5-(difluoromethyl)-4,6-dimethylpicolinic acid